F[C@H]1CN(C[C@H]1F)C1=NC(=CC(=N1)C(=O)NNC(C1=C(C=C(C=C1)I)N1CCC2(CC2)CC1)=O)C 2-((3S,4R)-3,4-difluoropyrrolidin-1-yl)-N'-(4-iodo-2-(6-azaspiro[2.5]oct-6-yl)benzoyl)-6-methylpyrimidine-4-carbohydrazide